C1=C(C=CC=2OC3=C(C21)C=CC=C3)[C@@H](CF)NC3=CN=C(N(C3=O)CC(=O)O)C3=C(C=CC=C3)F |o1:13| (S*)-2-(5-((1-(dibenzo[b,d]furan-2-yl)-2-fluoroethyl)amino)-2-(2-fluorophenyl)-6-oxopyrimidin-1(6H)-yl)acetic acid